5-(N-(2-(4-(3-bromothiophene-2-carbonyl)piperazin-1-yl)phenyl)-N-(4-(methoxycarbonyl)phenethyl)sulfamoyl)-3-methylbenzothiophene-2-carboxylic acid ethyl ester C(C)OC(=O)C=1SC2=C(C1C)C=C(C=C2)S(N(CCC2=CC=C(C=C2)C(=O)OC)C2=C(C=CC=C2)N2CCN(CC2)C(=O)C=2SC=CC2Br)(=O)=O